2-butyl-7-(4-(pyrrolidin-1-ylmethyl)benzyl)imidazo[2,1-f][1,2,4]triazine-2,4-diamine C(CCC)C1(NN2C(C(=N1)N)=NC=C2CC2=CC=C(C=C2)CN2CCCC2)N